tert-butyl 10'-(2-hydroxyethyl)-11'-oxo-3',4',7',8',10',11'-hexahydrospiro[cyclopropane-1,9'-pyrido[4',3':3,4]pyrazolo[1,5-a][1,4]diazepine]-2'(1'H)-carboxylate OCCN1C(C=2N(CCC13CC3)N=C3C2CN(CC3)C(=O)OC(C)(C)C)=O